camphorsulfonic acid methyl ester COS(=O)(=O)CC12C(=O)CC(CC1)C2(C)C